O=C([C@H](O)[C@@H](O)[C@H](O)[C@H](O)CO)[O-].O=C([C@H](O)[C@@H](O)[C@H](O)[C@H](O)CO)[O-].[Ca+2] monocalcium digluconate